C(C1=CC=CC=C1)N1CCC(CC1)CCNC(=O)N1[C@@H](CN(CC1)C1=CC(=CC(=C1)OC)C#N)C (2R)-N-[2-(1-benzylpiperidin-4-yl)ethyl]-4-(3-cyano-5-methoxyphenyl)-2-methylpiperazine-1-carboxamide